4-[(4-fluorophenyl)methoxy]-1-{4-[2-(pyrrolidin-1-yl)ethoxy]phenyl}-1,2-dihydropyridin-2-one FC1=CC=C(C=C1)COC1=CC(N(C=C1)C1=CC=C(C=C1)OCCN1CCCC1)=O